C1=CC=C(C=2OC3=C(C21)C=CC=C3)C3=CC2=C(N=C1N2C=CC=C1)C=1C=CC(=CC31)C3=NC(=NC(=N3)C3=CC=CC=C3)C3=CC=CC=C3 5-(Dibenzo[b,d]furan-4-yl)-3-(4,6-diphenyl-1,3,5-triazin-2-yl)naphtho[1',2':4,5]imidazo[1,2-a]pyridine